2-(4-(4-amino-7-(3-(dimethylamino)propyl)-7H-pyrrolo[2,3-d]pyrimidin-5-yl)benzylamino)-N-(3,4-difluorobenzyl)-5-(trifluoromethyl)nicotinamide NC=1C2=C(N=CN1)N(C=C2C2=CC=C(CNC1=C(C(=O)NCC3=CC(=C(C=C3)F)F)C=C(C=N1)C(F)(F)F)C=C2)CCCN(C)C